Cl.C1(=C(C=CC=C1)[C@H]1COC2=C(CN1)C=CC(=C2)C(=O)OC)C Methyl (S)-3-(o-tolyl)-2,3,4,5-tetrahydrobenzo[f][1,4]oxazepine-8-carboxylate hydrochloride